C(C)(C)(C)OC(=O)N1C2(CC2)C=CCC1 4-azaspiro[2.5]-7-octene-4-carboxylic acid tert-butyl ester